2,4-diamino-6-cyclohexyl-sym-triazine NC1=NC(=NC(=N1)N)C1CCCCC1